4-tert-octylphenylphenol C(C)(C)(CC(C)(C)C)C1=CC=C(C=C1)C1=C(C=CC=C1)O